dimethyl-dimethyl-ammonium chloride [Cl-].C[N+](C)(C)C